C[C@H]1C[C@@]2(CN1CC1=CN=C(S1)NC(C)=O)OCC=1C=NC=CC12 N-(5-(((1R,5'S)-5'-methyl-3H-spiro[furo[3,4-c]pyridine-1,3'-pyrrolidin]-1'-yl)methyl)thiazol-2-yl)acetamide